5-iodo-3-methyl-2-[[1-(oxan-2-yloxy)cyclopropyl]methoxy]pyrazine IC=1N=C(C(=NC1)OCC1(CC1)OC1OCCCC1)C